triisopropylphosphonium triiodide [I-](I)I.C(C)(C)[PH+](C(C)C)C(C)C